C1(CC1)=CC#N 2-cyclopropylideneacetonitrile